ClC1=C(C(=O)NC2=C3C=NN(C3=CC=C2)C=2C=NC(=CC2)C(F)(F)F)C=C(C=C1)CNC(C(C)(C)C)=O 2-chloro-5-{[(2,2-dimethylpropanoyl)amino]methyl}-N-{1-[6-(trifluoromethyl)pyridin-3-yl]-1H-indazole-4-yl}benzamide